(4R)-N-{[(2R)-1,4-dioxan-2-yl]methyl}-2-{[(2S)-1,4-dioxan-2-yl]methyl}-4-methyl-8-(trifluoromethyl)-4,5-dihydro-2H-furo[2,3-g]indazole-7-carboxamide O1[C@@H](COCC1)CNC(=O)C1=C(C2=C(C[C@H](C3=CN(N=C23)C[C@@H]2OCCOC2)C)O1)C(F)(F)F